NC=1N=CC2=C(C(=C(C=C2C1)C=1CCN(CC1)C(C)=O)F)Cl 1-[4-(3-amino-8-chloro-7-fluoro-6-isoquinolinyl)-3,6-dihydro-2H-pyridin-1-yl]Ethanone